4-(4-bromopiperidin-1-yl)-8-fluoro-2-(((2R,7aS)-2-fluorotetrahydro-1H-pyrrolizin-7a(5H)-yl)methoxy)-7-(naphthalen-1-yl)pyrido[4,3-d]pyrimidine BrC1CCN(CC1)C=1C2=C(N=C(N1)OC[C@]13CCCN3C[C@@H](C1)F)C(=C(N=C2)C2=CC=CC1=CC=CC=C21)F